OC(C)(C)C=1SC(=CN1)S(=O)(N)=NC(NC1=C2C(=NC(=C1C(C)C)C1=CC=CC=C1)CCC2)=O 2-(2-hydroxypropan-2-yl)-N'-((3-isopropyl-2-phenyl-6,7-dihydro-5H-cyclopenta[b]pyridin-4-yl)carbamoyl)thiazole-5-sulfonimidamide